ClC1=CC=C2C(=NN(C2=C1)S(=O)(=O)C1=CC=C(C)C=C1)C1=CC=CC=C1 6-chloro-3-phenyl-1-tosyl-1H-indazole